(S)-(-)-benzyl-3-propionyl-2-oxazolidinone C(C1=CC=CC=C1)[C@@H]1N(C(OC1)=O)C(CC)=O